FC(C1=NC=C(C=N1)CN1C(C2(CC1)CCNCC2)=O)(F)F 2-((2-(trifluoromethyl)pyrimidin-5-yl)methyl)-2,8-diazaspiro[4.5]decan-1-one